methyl 2-(3-ethynyl-4-methoxybenzyl)-3-oxobutanoate C(#C)C=1C=C(CC(C(=O)OC)C(C)=O)C=CC1OC